C(C(=C)C)(=O)OC1C2(C(=C(C(C1)(C2(Cl)Cl)Cl)Cl)Cl)Cl 1,4,5,6,7,7-hexachlorobicyclo[2.2.1]-hept-5-en-2-ol methacrylate